COCCN1N=C(C=C1)N\C(\C)=C\1/C(NC2=CN=C(C=C21)C=2C=NC=CC2C)=O (Z)-3-(1-((1-(2-Methoxyethyl)-1H-pyrazol-3-yl)amino)ethylidene)-5-(4-methylpyridin-3-yl)-1H-pyrrolo[2,3-c]pyridin-2(3H)-one